C(C)OC1=C(C(=O)C=2C=CC3=C(C(=C(O3)NC(C)C)C=3CC4CCCCN4CC3)C2)C=CC=C1 5-(2-ethoxybenzoyl)-N-isopropylamino-3-(1,4,5,6,7,8,9-heptahydroquinolizin-2-yl)-benzofuran